4-chloro-5-nitro-1H-indazole ClC1=C2C=NNC2=CC=C1[N+](=O)[O-]